ClC1=C(C=C(C(=C1)F)OC)C1=CC=2N(C(N(C(C2S1)=O)C=1C2=C(C=NC1)C=NN2C)=O)CC#N 2-[6-(2-chloro-4-fluoro-5-methoxy-phenyl)-3-(1-methylpyrazolo[4,3-c]pyridin-7-yl)-2,4-dioxo-thieno[3,2-d]pyrimidin-1-yl]acetonitrile